6-ethoxy-2-(6-ethoxy-3-oxobenzo[b]thiophen-2(3H)-ylidene)benzo[b]thiophen-3(2H)-one C(C)OC=1C=CC2=C(SC(C2=O)=C2C(C3=C(S2)C=C(C=C3)OCC)=O)C1